7-{7-[(7S)-4-azaspiro[2.5]octan-7-yl]-6,7-dihydro-5H-pyrrolo[2,3-c]pyridazin-3-yl}quinoxalin-6-ol C1CC12NCC[C@@H](C2)N2CCC1=C2N=NC(=C1)C1=C(C=C2N=CC=NC2=C1)O